C(C)(C)(C)C=1C(=NC(=NC1C)Cl)C#N Tert-butyl-2-chloro-6-methyl-pyrimidine-4-carbonitrile